2-(4-bromophenyl)-4-(3-chlorophenyl)-6-(4-iodophenyl)-1,3,5-triazine BrC1=CC=C(C=C1)C1=NC(=NC(=N1)C1=CC(=CC=C1)Cl)C1=CC=C(C=C1)I